Ethyl 3-Azatricyclo[5.2.1.02,6]deca-2(6),4-diene-4-carboxylate C12C=3NC(=CC3C(CC1)C2)C(=O)OCC